tert-Butyl (3R)-3-(3-methyl-3,6-diazabicyclo[3.1.1]heptan-6-yl)pyrrolidine-1-carboxylate CN1CC2N(C(C1)C2)[C@H]2CN(CC2)C(=O)OC(C)(C)C